ClC=1C=CC=C2C(C=C(OC12)C1=C(OCCN2CC(C2)C(=O)O)C=C(C=C1)C)=O 1-[2-[2-(8-chloro-4-oxo-chromen-2-yl)-5-methyl-phenoxy]ethyl]azetidine-3-carboxylic acid